ClC1=CC=C(C=C1)S(=O)(=O)N1C(C1)(C)C 1-(4-Chloro-benzenesulfonyl)-2,2-dimethyl-aziridine